COC(=O)C1=CC2=C(N(C(=N2)C=2N(C3=CC(=C(C=C3C2)F)[C@@H](C)NC(=O)OC(C)(C)C)CC(C=C)(F)F)C)C(=C1)OC (R)-2-(6-(1-((tert-butoxycarbonyl)amino)ethyl)-1-(2,2-difluorobut-3-en-1-yl)-5-fluoro-1H-indol-2-yl)-7-methoxy-1-methyl-1H-benzo[d]Imidazole-5-carboxylic acid methyl ester